tert-butyl 4-ethylpiperidine-1,4-dicarboxylate C(C)C1(CCN(CC1)C(=O)OC(C)(C)C)C(=O)[O-]